(S)-4-(3-acryloyl-1,2,3,4,4a,5-hexahydrobenzo[b]pyrazino[1,2-d][1,4]oxazin-8-yl)-6-(4-(4-methylpiperazin-1-yl)phenyl)pyrazolo[1,5-a]pyridine-3-carbonitrile C(C=C)(=O)N1C[C@@H]2N(C3=C(OC2)C=C(C=C3)C=3C=2N(C=C(C3)C3=CC=C(C=C3)N3CCN(CC3)C)N=CC2C#N)CC1